(2R,3R,4R,5S)-4-[[4-Cyclopropyl-3-(3,4-Difluoro-2-methoxy-phenyl)-5-methyl-5-(trifluoromethyl)tetrahydrofuran-2-carbonyl]amino]pyridin-2-carboxamid C1(CC1)[C@@H]1[C@@H]([C@@H](O[C@@]1(C(F)(F)F)C)C(=O)NC1=CC(=NC=C1)C(=O)N)C1=C(C(=C(C=C1)F)F)OC